(S)-N-((1R,2R)-1-(3-chloro-4-cyclopropoxyphenyl)-1-hydroxy-3-(pyrrolidin-1-yl)propan-2-yl)-1-(3-(pyridin-2-yloxy)phenyl)pyrrolidine-3-carboxamide ClC=1C=C(C=CC1OC1CC1)[C@H]([C@@H](CN1CCCC1)NC(=O)[C@@H]1CN(CC1)C1=CC(=CC=C1)OC1=NC=CC=C1)O